C(C(C)C)OCC1C2C3C4C=CC(C3C(C1)C2)C4 8-isobutoxymethyl-tetracyclo[4.4.0.12,5.17,10]-3-dodecene